1-((1-(6-(1-methyl-1H-pyrazol-4-yl)pyrazolo[1,5-a]pyrazin-4-yl)piperidin-4-yl)methyl)-4-propylpiperazin-2-one hydrochloride Cl.CN1N=CC(=C1)C=1N=C(C=2N(C1)N=CC2)N2CCC(CC2)CN2C(CN(CC2)CCC)=O